BrC1=CC(=C(C=C1)[C@H]1N([C@@H](CC2=C(C(=CC=C12)N)C)C)CC1(COC1)CF)OC (1S,3R)-1-(4-bromo-2-methoxyphenyl)-2-((3-(fluoromethyl)oxetan-3-yl)methyl)-3,5-dimethyl-1,2,3,4-tetrahydroisoquinolin-6-amine